14-((2-(2,6-dioxopiperidin-3-yl)-1-oxoisoindolin-4-yl)amino)-3,6,9,12-tetraoxatetradecane-1-sulfonic acid O=C1NC(CCC1N1C(C2=CC=CC(=C2C1)NCCOCCOCCOCCOCCS(=O)(=O)O)=O)=O